FC=1C=C(C=CC1F)C(CCC#N)CC(=O)O.S(S)CC=1OC=CC1 2-(disulfanyl-methyl)furan 1-(3,4-difluorophenyl)-3-cyano-propyl-acetate